C(C1=CC=CC=C1)(=O)C=1C=NC2=C3C(=CC=C2C1NC1=CC=C(C=C1)OC)C=CC=C3 3-benzoyl-4-(4-methoxyphenyl)aminobenzo[h]quinoline